dihydroxy-4,4'-biphenyldiamine OC=1C(=C(C=CC1N)C1=CC=C(C=C1)N)O